2,2,4,6,6,8-hexamethyl-cyclotetrasiloxane C[Si]1(O[SiH](O[Si](O[SiH](O1)C)(C)C)C)C